C12CCCC(CC1)N2C=2C=1N(C3=CC=C(C=C3N2)C(=O)O)C=CC1 4-(8-azabicyclo[3.2.1]octan-8-yl)pyrrolo[1,2-a]quinoxaline-7-carboxylic acid